BrC1=CC=C(C=C1)C1(CC(C1)O)C(=O)O 1-(4-Bromophenyl)-3-hydroxy-cyclobutanecarboxylic acid